6-iodo-4-oxo-3,4-dihydroquinazoline-2-carboxylic acid ethyl ester C(C)OC(=O)C1=NC2=CC=C(C=C2C(N1)=O)I